C(C1=CC=CC=C1)OC1=CC=2[C@@H]3N(N4C(C2C=C1OC)=CC(C(=C4)C(=O)OCC)=O)C(CC3)(C)C Ethyl (R)-12-(benzyloxy)-11-methoxy-3,3-dimethyl-8-oxo-2,3,8,13b-tetrahydro-1H-pyrido[2,1-a]pyrrolo[1,2-c]phthalazine-7-carboxylate